CS(=O)(=O)OCC1=NN2C(N=CC=C2C(NC2CC3=CC=CC=C3C2)=O)=C1Br [3-bromo-7-(indan-2-ylcarbamoyl)pyrazolo[1,5-a]pyrimidin-2-yl]methyl methanesulfonate